Ethylenebisstearamide tert-butyl-(4-(((3-nitroquinolin-4-yl)amino)methyl)phenyl)carbamate C(C)(C)(C)N(C(O)=O)C1=CC=C(C=C1)CNC1=C(C=NC2=CC=CC=C12)[N+](=O)[O-].C(CCCCCCCCCCCCCCCCCCC(=O)N)CCCCCCCCCCCCCCCCCC(=O)N